NC1=C(C(=NC=N1)OC1=CC(=C(C=C1)NC(=O)NC1=CC(=NN1C1=CC=C(C=C1)N(C)C)C(C)(C)C)F)C#N (4-((6-amino-5-cyanopyrimidin-4-yl)oxy)-2-fluorophenyl)-3-(3-(tert-butyl)-1-(4-(dimethylamino)phenyl)-1H-pyrazol-5-yl)urea